5-(4-ethylpiperazine-1-carbonyl)pyridin C(C)N1CCN(CC1)C(=O)C=1C=CC=NC1